(7-fluoro-2-methyl-2H-indazol-5-yl)-4-isobutoxy-2-(piperazin-1-yl)pyrimidine-5-carboxamide formate salt C(=O)O.FC1=CC(=CC2=CN(N=C12)C)C1=C(C(=NC(=N1)N1CCNCC1)OCC(C)C)C(=O)N